C1CCN2CCN3CCCN4CCN1C2=C34 1,2,3,4,5,6,7,8,9,10-decahydro-3a,5a,8a,10a-tetraazapyrene